3-acetyl-7-((4-(3-isopropyl-2-methyl-2H-indazol-5-yl)pyrimidin-2-yl)amino)-4-morpholinyl-2H-benzopyran-2-one C(C)(=O)C=1C(OC2=C(C1N1CCOCC1)C=CC(=C2)NC2=NC=CC(=N2)C2=CC1=C(N(N=C1C=C2)C)C(C)C)=O